FC1(CN(C1)C1=NC(=CC(=N1)NC(C1=C(C=C(C=C1)NS(=O)(=O)CCO)C1=CCC2(CC2)CC1)=O)C)F N-(2-(3,3-Difluoroazetidin-1-yl)-6-methylpyrimidin-4-yl)-4-((2-hydroxyethyl)sulfonylamino)-2-(spiro[2.5]oct-5-en-6-yl)benzamide